BrC1=C(C=C(C=C1OCC1=CC=CC=C1)C(CC)(F)F)OCC1=CC=CC=C1 (((2-Bromo-5-(1,1-difluoropropyl)-1,3-phenylene)bis(oxy))bis(methylene))dibenzene